(S)-1-(4-fluorophenyl)-N-(3-methyl-1,1-dioxidotetrahydrothiophen-3-yl)-3-(1-methyl-1H-pyrazol-5-yl)-1H-pyrazolo[4,3-b]pyridine-6-carboxamide FC1=CC=C(C=C1)N1N=C(C2=NC=C(C=C21)C(=O)N[C@@]2(CS(CC2)(=O)=O)C)C2=CC=NN2C